bis[2-[(2-methyl-acryloyl) oxy] ethyl] carbonate C(OCCOC(C(=C)C)=O)(OCCOC(C(=C)C)=O)=O